COC1=CC(=CC=C1)C 1-methoxy-3-methylbenzene